C(C1=CC=CC=C1)OC1=CC(=C(C(=O)OC2=C(C(=C(C(=O)O)C(=C2C)O)C)F)C(=C1)C)OC 4-((4-(benzyloxy)-2-methoxy-6-methylbenzoyl)oxy)-3-fluoro-6-hydroxy-2,5-dimethyl-benzoic acid